(E)-1-bromo-3-chloro-5-(methoxymethoxy)-2-(prop-1-en-1-yl)benzene BrC1=C(C(=CC(=C1)OCOC)Cl)\C=C\C